(Z)-3-(1-(4-amino-2-fluorobut-2-en-1-yl)-2-(trifluoromethyl)-1H-benzo[d]imidazol-4-yl)-N-cyclopropylbenzenesulfonamide Hydrochloride Cl.NC\C=C(\CN1C(=NC2=C1C=CC=C2C=2C=C(C=CC2)S(=O)(=O)NC2CC2)C(F)(F)F)/F